cis-4-cis-7-decadienol acetate C(C)(=O)OC(CC\C=C/C=C)CCC